1,3-bis(dimethylamino)1,4-bis(dimethylamino)butane CN(C(CC(CN(C)C)N(C)C)N(C)C)C